3-methylbutyl hexanoate (isoamyl caproate) C(CC(C)C)C(C(=O)O)CCCC.C(CCCCC)(=O)OCCC(C)C